methyl 3-((2,5,8,11,14-pentaoxahexadecan-16-yl)oxy)-4-nitro-5-((thiazol-5-ylmethyl)amino)benzoate COCCOCCOCCOCCOCCOC=1C=C(C(=O)OC)C=C(C1[N+](=O)[O-])NCC1=CN=CS1